2,3-dihydroxyl-terephthalic acid OC1=C(C(=O)O)C=CC(=C1O)C(=O)O